3,4-dimethylOxybenzamide COC=1C=C(C(=O)N)C=CC1OC